8-cyclopropyl-N-[(4-fluoro-1H-benzimidazol-2-yl)methyl]-2-(morpholin-4-yl)pyrazolo[1,5-a][1,3,5]triazin-4-amine C1(CC1)C=1C=NN2C1N=C(N=C2NCC2=NC1=C(N2)C=CC=C1F)N1CCOCC1